Tert-butyl ((1r,4r)-4-(3-chloro-4-(N-hydroxycarbamimidoyl) phenoxy) cyclohexyl)carboxylate ClC=1C=C(OC2CCC(CC2)C(=O)OC(C)(C)C)C=CC1C(NO)=N